C12C(CC(C(C1)CN=C=O)C2)CN=C=O (bicyclo[2.2.1]heptane-2,5-diyl)bismethylene diisocyanate